N-[[4-[6-[4-[[4-[4-[(2,6-dioxo-3-piperidyl)amino]phenyl]-1-piperidyl]methyl]phenyl]pyrrolo[2,1-f][1,2,4]triazin-4-yl]-2-methyl-phenyl]methyl]-6-isopropyl-pyridazine-3-carboxamide O=C1NC(CCC1NC1=CC=C(C=C1)C1CCN(CC1)CC1=CC=C(C=C1)C=1C=C2C(=NC=NN2C1)C1=CC(=C(C=C1)CNC(=O)C=1N=NC(=CC1)C(C)C)C)=O